4-(4-hydroxy-3-methoxy-phenyl)-1-methyl-3,5-diphenyl-4,5-dihydro-1H-pyrrolo[3,4-c]pyrazol OC1=C(C=C(C=C1)C1N(C=C2N(NC(=C21)C2=CC=CC=C2)C)C2=CC=CC=C2)OC